15-Methyl-7-pentacosene CC(CCCCCCC=CCCCCCC)CCCCCCCCCC